tert-butyl 6-((7R)-7-(1,4-dimethyl-1H-pyrazol-5-yl)-3-methyl-4-(6-methyl-1H-indazol-7-yl)-5,6,7,8-tetrahydroquinolin-2-yl)-2,6-diazaspiro[3.4]octane-2-carboxylate CN1N=CC(=C1[C@@H]1CCC=2C(=C(C(=NC2C1)N1CC2(CN(C2)C(=O)OC(C)(C)C)CC1)C)C=1C(=CC=C2C=NNC12)C)C